FC1=C(C(=O)N)C=C(C(=C1)NC1=NC=C2N(C(N(C2=N1)C1CCOCC1)=O)C)C 2-fluoro-5-methyl-4-((7-methyl-8-oxo-9-(tetrahydro-2H-pyran-4-yl)-8,9-dihydro-7H-purin-2-yl)amino)benzamide